ClC1=CC=C(C=C1)C=1N=CN(C1C1=CC(=NC=C1)C(F)F)CC(=O)N1CC2CN(CC2C1)C 2-[4-(4-chlorophenyl)-5-[2-(difluoromethyl)pyridin-4-yl]-1H-imidazol-1-yl]-1-{5-methyl-octahydropyrrolo[3,4-c]pyrrol-2-yl}ethan-1-one